tert-butyl (1R,4R,5S)-5-hydroxy-2-azabicyclo[2.2.1]heptane-2-carboxylate O[C@@H]1[C@H]2CN([C@@H](C1)C2)C(=O)OC(C)(C)C